N1=CC=CC2=CC=CC(=C12)NS(=O)(=O)C=1NC=CN1 N-(quinolin-8-yl)-1H-imidazole-2-sulfonamide